2-hydrazino-3,5,6-trimethyl-pyrazine tert-butyl-(S)-6-(2-(3-(3,5-dimethyl-1H-pyrazol-1-yl)phenyl)-4-methoxy-4-carbonylbutyl)-2,6-diazaspiro[3.3]heptane-2-carboxylate C(C)(C)(C)OC(=O)N1CC2(C1)CN(C2)C[C@@H](CC(=C=O)OC)C2=CC(=CC=C2)N2N=C(C=C2C)C.N(N)C2=NC(=C(N=C2C)C)C